(S)-N-[(R)-(2-fluorophenyl)-[(3S)-2-oxo-3,4-dihydro-1H-pyrido[2,3-b]pyrazin-3-yl]methyl]-2-methyl-propane-2-sulfinamide FC1=C(C=CC=C1)[C@@H](N[S@@](=O)C(C)(C)C)[C@H]1C(NC2=C(N1)N=CC=C2)=O